n-propyl-tris-(2-ethoxyethoxy)silane C(CC)[Si](OCCOCC)(OCCOCC)OCCOCC